pyridin-3-yl(3-(3-(trifluoromethyl)phenethyl)piperidin-1-yl)methanone N1=CC(=CC=C1)C(=O)N1CC(CCC1)CCC1=CC(=CC=C1)C(F)(F)F